N-(3-chloro-4-fluorophenyl)-1-methyl-1H-pyrazole-4-carboxamide ClC=1C=C(C=CC1F)NC(=O)C=1C=NN(C1)C